C(O)(O)=O.BrC=C monobromo ethylene carbonate